NC1=NC(=C2N=CNC2=N1)OCC1=CC=C(CNC(CCC=C2C3=C([Si](C4=C2C=CC(=C4)N(C)C)(C(C)C)C(C)C)C=C(C=C3)N(C)C)=O)C=C1 N-(4-(((2-Amino-9H-purin-6-yl)oxy)methyl)benzyl)-4-(3,7-bis(dimethylamino)-5,5-diisopropyldibenzo[b,e]silin-10(5H)-yliden)butanamid